3,5-bistrifluoromethyl-phenyl-binaphthyl-phosphoric acid P(O)(O)(O)=O.FC(C=1C=C(C=C(C1)C(F)(F)F)C1=C(C2=CC=CC=C2C=C1)C1=CC=CC2=CC=CC=C12)(F)F